bromo-2'-fluorobiphenyl-2-ol BrC1=C(C(=CC=C1)C1=C(C=CC=C1)F)O